2-[[4-[6-[(1-cyclopropyltriazol-4-yl)methoxy]-2-pyridyl]-2,5-difluoro-phenyl]methyl]-3-[[(2S)-oxetan-2-yl]methyl]benzimidazole-5-carboxylic acid C1(CC1)N1N=NC(=C1)COC1=CC=CC(=N1)C1=CC(=C(C=C1F)CC=1N(C2=C(N1)C=CC(=C2)C(=O)O)C[C@H]2OCC2)F